2-[(2E)-2-(aminomethyl)-3-fluoroprop-2-en-1-yl]-4-[3-(1,3-benzodioxol-5-yl)-2-methyl-phenyl]-2,4-dihydro-3H-1,2,4-triazol-3-one NC/C(/CN1N=CN(C1=O)C1=C(C(=CC=C1)C1=CC2=C(OCO2)C=C1)C)=C\F